Indium-Tellurid [In]=[Te]